6-((4-(4-(1H-imidazol-1-yl)phenyl)-1H-1,2,3-triazol-1-yl)methyl)pyridin N1(C=NC=C1)C1=CC=C(C=C1)C=1N=NN(C1)CC1=CC=CC=N1